FC(OC1=C(C=CC=C1)[C@H]1CCN2N1C=1C=C(C=CC1C2=O)C=2C=NC(=NC2)N2C[C@H](N(CC2)C(CO)=O)O)F (R)-3-(2-(difluoromethoxy)phenyl)-6-(2-((R)-3-hydroxy-4-(2-hydroxyacetyl)piperazin-1-yl)pyrimidin-5-yl)-2,3-dihydro-1H,9H-pyrazolo[1,2-a]indazol-9-one